ClC1=C(OCC2=NC=CC(=C2)CC2(CCN(CC2)C(=O)OC(C)(C)C)CO)C=CC(=C1)Cl tert-Butyl 4-((2-((2,4-dichlorophenoxy)methyl)pyridin-4-yl)methyl)-4-(hydroxymethyl)piperidine-1-carboxylate